(9,9-difluoro-3-oxa-7-azabicyclo[3.3.1]nonan-7-yl)(3-(2-methyl-2H-pyrazolo[3,4-b]pyridin-5-yl)-6-quinoxalinyl)methanone FC1(C2COCC1CN(C2)C(=O)C=2C=C1N=C(C=NC1=CC2)C2=CC=1C(N=C2)=NN(C1)C)F